C1(=CC=CC=C1)COC1=C(C=C(CNCCO)C=C1)OCCC1=CC=CC=C1 2-((4-(phenylmethoxy)-3-phenylethoxybenzyl)amino)ethan-1-ol